4-(3-(4-bromophenoxy)-2-hydroxypropoxy)-3-methylbut-2-en-1-ol BrC1=CC=C(OCC(COCC(=CCO)C)O)C=C1